3-(4-aminobutyl)-2,5-diketopiperazine NCCCCC1C(NCC(N1)=O)=O